linalool-d C(=CC(O)(C)CCC=C(C)C)[2H]